C(CCCCCCCCC)C1=CC2=C(C=C1)C=1SC3=C(C1S2)C=CC(=C3)CCCCCCCCCC 2,7-didecyl-[1]benzothieno[3,2-B][1]benzothiophene